FC1=CC(=CC2=CN(N=C12)C)C=1C=CC(=C(C1)O)C1=CN=C(N=N1)N1C[C@H]2N(CC1)CCC2 5-(7-fluoro-2-methyl-2H-indazol-5-yl)-2-{3-[(8aS)-hexahydropyrrolo[1,2-a]pyrazin-2(1H)-yl]-1,2,4-triazin-6-yl}phenol